C(C1=CC=CC=C1)(C1=CC=C(N(C)C)C=C1)C1=CC=C(N(C)C)C=C1 4,4'-(benzylidene)bis[N,N-dimethylaniline]